5-Chloro-3-methyl-2-(7-{[(2R)-1-methylpiperidin-2-yl]methyl}-7H-pyrrolo[2,3-c]pyridazin-3-yl)phenol hydrochloride Cl.ClC=1C=C(C(=C(C1)O)C1=CC2=C(N=N1)N(C=C2)C[C@@H]2N(CCCC2)C)C